di(6-(1H-benzo[d]imidazol-2-yl)pyridin-2-yl)(hexahydropyrrolo[3,4-c]pyrrol-2(1H)-yl)methanone N1C(=NC2=C1C=CC=C2)C2=CC=CC(=N2)C21CNCC2(CN(C1)C=O)C1=NC(=CC=C1)C1=NC2=C(N1)C=CC=C2